O1CCN(CC1)C=1C=CC(=C(NCCC)C1)[N+](=O)[O-] 5-Morpholino-2-nitro-N-propylaniline